N-[(5R)-1-amino-5H,6H,7H-cyclopenta[c]pyridin-5-yl]-1-[(6-fluoro-2-methylpyridin-3-yl)methyl]-1H-pyrazole-4-carboxamide NC1=NC=CC2=C1CC[C@H]2NC(=O)C=2C=NN(C2)CC=2C(=NC(=CC2)F)C